[Si](C)(C)(C(C)(C)C)OCC1C2(CC1C2)C=O (((tert-butyldimethylsilyl)oxy)methyl)bicyclo[1.1.1]Pentane-1-carbaldehyde